chloro-3,3-dimethyl-2,3-dihydro-spiro-[indene-1,9'-thioxanthene] ClC1=CC=CC=2SC3=CC=CC=C3C3(C12)CC(C1=CC=CC=C13)(C)C